FC1=CC=C(C=C1)C1=NC(=C2C(=N1)N(N=C2)C)N2CC1=C(CC2)N(N=C1C)CC12CCC(CC1)(CC2)N 4-((5-(6-(4-fluorophenyl)-1-methyl-1H-pyrazolo[3,4-d]pyrimidin-4-yl)-3-methyl-4,5,6,7-tetrahydro-1H-pyrazolo[4,3-c]pyridin-1-yl)methyl)bicyclo[2.2.2]octan-1-amine